(1R,4R)-4-(((5-fluoro-2-((1-methyl-1H-pyrazol-4-yl)amino)pyrimidin-4-yl)oxy)methyl)cyclohexan FC=1C(=NC(=NC1)NC=1C=NN(C1)C)OCC1CCCCC1